D-2-amino-5-(3-phenoxypropyl)-1,3-thiazole-4-carboxylic acid ethyl ester C(C)OC(=O)C=1N=C(SC1CCCOC1=CC=CC=C1)N